6-amino-2,2-dimethyl-3,4-dihydro-2H-pyrido[3,2-b][1,4]oxaazepin-3-one NN1C=CC=C2OC(C(CN=C21)=O)(C)C